[C@@H]1([C@H](O)[C@@H](O)[C@H](O)[C@H](O1)CO)OC1=NN(C(=C1CC1=CC=C(C=C1)C1CC1)C)CC1CC1 3-(β-D-glucopyranosyloxy)-5-methyl-1-(cyclopropylmethyl)-4-[(4-cyclopropylphenyl)-methyl]-1H-pyrazole